BrC=1C(=NC2=CC(=CC=C2C1)CC1C2C(CO1)=CC(C2)=O)NCC2=CC=C(C=C2)OC 3-((3-bromo-2-((4-methoxybenzyl)amino)quinolin-7-yl)methyl)-3a,4-dihydro-1H-cyclopenta[c]furan-5(3H)-one